ClC1=CC(=C2C(=N1)[C@@]1(OCC2)COCC1)OCCN1CCCC1 (3R)-1-(2-((2'-chloro-4,5,5',6'-tetrahydro-2H-spiro[furan-3,8'-pyrano[3,4-b]pyridin]-4'-yl)oxyl)ethyl)tetrahydropyrrole